C(C1=CC=CC=C1)C=1C(NC2=CC=C(C=C2C1)C(C)(C)O)=O 3-Benzyl-6-(2-hydroxypropan-2-yl)quinolin-2(1H)-one